C(=O)(O)C1C(C(C(C1)C(=O)O)CC(=O)O)C(=O)O 1,2,4-tricarboxyl-3-carboxymethylcyclopentane